(4s)-4-phenyl-1,3-oxazolidin-2-one C1(=CC=CC=C1)[C@@H]1NC(OC1)=O